FC1=C(C=CC=C1)C(C(=O)N(C)C)(F)F 2-fluorophenyl-2,2-difluoro-N,N-dimethylacetamide